ClC1=CC=C(C=C1)C=1C=C(C(N(N1)C=1C=NC=C(C1)F)=O)C(=O)N[C@H](CO)C(C)C 6-(4-chlorophenyl)-2-(5-fluoropyridin-3-yl)-N-[(2S)-1-hydroxy-3-methylbut-2-yl]-3-oxo-2,3-dihydropyridazine-4-carboxamide